6-((((S)-1-(6-aminopyridin-3-yl)piperidin-3-yl)((2-methoxypyridin-4-yl)methyl)amino)methyl)-3-ethyl-9,10-difluoro-2,3-dihydro-7H-[1,4]oxazino[2,3,4-ij]quinolin-7-one NC1=CC=C(C=N1)N1C[C@H](CCC1)N(CC1=CC(=NC=C1)OC)CC1=CN2C3=C(C(=C(C=C3C1=O)F)F)OCC2CC